C(C(C)C)N1C2CC(CC1CC2)N2CCC(CC2)C2=CC1=C(C(=N2)C)C=C(N1C)C1=CC=C(C=C1)S(=O)(=O)C 6-(1-(8-isobutyl-8-azabicyclo[3.2.1]oct-3-yl)piperidin-4-yl)-1,4-dimethyl-2-(4-(methylsulfonyl)phenyl)-1H-pyrrolo[3,2-c]pyridine